[Li+].NC=1N=C2N(N=C(C=C2)C=2C=NC(=C(C(=O)[O-])C2)OC)C1 5-(2-Aminoimidazo[1,2-b]pyridazin-6-yl)-2-methoxynicotinic acid, lithium salt